ClC=1C=CC(=C(C1)C1=CC=C(C(=N1)NC1=C(C=NC=C1)C(=O)[O-])C(C)C)F 4-[[6-(5-chloro-2-fluoro-phenyl)-3-isopropyl-2-pyridyl]amino]pyridine-3-carboxylate